3-hydroxy-3-phenylpropan-1-aminium chloride [Cl-].OC(CC[NH3+])C1=CC=CC=C1